2-(2,3-dihydro-1,4-benzodioxin-3-yl)-4,5-dihydro-1H-imidazole O1CC(OC2=C1C=CC=C2)C=2NCCN2